cis-3-(4-(trifluoromethyl)phenyl)cyclopentane-1-carboxylic acid FC(C1=CC=C(C=C1)[C@H]1C[C@H](CC1)C(=O)O)(F)F